(R,E)-N-(1-(3,4-dimethoxyphenyl)ethyl)-3-(5-(1-methyl-1H-pyrazol-4-yl)-1H-pyrrolo[2,3-b]pyridin-3-yl)acrylamide COC=1C=C(C=CC1OC)[C@@H](C)NC(\C=C\C1=CNC2=NC=C(C=C21)C=2C=NN(C2)C)=O